BrCC1CCOCC1 4-(bromomethyl)tetrahydropyran